Cl.N[C@H]1CN(CCC1)C(=O)C1=CC2=C(N(C(=N2)C=2N(C3=CC=CC=C3C2)C[C@@H](CO)C)C)C(=C1)OC ((R)-3-aminopiperidin-1-yl)(2-(1-((S)-3-hydroxy-2-methylpropyl)-1H-indol-2-yl)-7-methoxy-1-methyl-1H-benzo[d]imidazol-5-yl)methanone, hydrochloride salt